(2R,3S,4S,5R,6S)-2-(hydroxymethyl)-6-((4'-methoxy-[1,1'-biphenyl]-3-yl)oxy)tetrahydro-2H-pyran-3,4,5-triol OC[C@H]1O[C@H]([C@@H]([C@H]([C@@H]1O)O)O)OC=1C=C(C=CC1)C1=CC=C(C=C1)OC